N-methyl-2'-oxo-2-phenyl-2',3'-dihydro-1'H-[1,5'-bi-benzo[d]imidazole]-5-carboxamide CNC(=O)C1=CC2=C(N(C(=N2)C2=CC=CC=C2)C2=CC3=C(NC(N3)=O)C=C2)C=C1